ClC=1C=C2C(=NC1OC)C(=C(N2C)C2=NNC(=N2)[C@@H](C#N)C)N2C=NC=C2 (R)-2-(3-(6-chloro-3-(1H-imidazol-1-yl)-5-methoxy-1-methyl-1H-pyrrolo[3,2-b]-pyridin-2-yl)-1H-1,2,4-triazol-5-yl)propanenitrile